[Cl-].C1(=CC=CC=C1)C1=NC2=CC(=NC=C2C=C1)C[NH3+] (2-phenyl-1,6-naphthyridin-7-yl)methanaminium chloride